CC(CCC(C(C(C(=O)[O-])(CCC(CCCC)C)CCC(CCCC)C)(O)C(=O)[O-])C(=O)[O-])CCCC Tri(3-methyl-1-heptyl)citrate